N-[2-(3-benzyloxyphenyl)ethyl]Aniline C(C1=CC=CC=C1)OC=1C=C(C=CC1)CCNC1=CC=CC=C1